Ethyl (3S)-3-[2-ethoxycarbonylallyl-[(1S)-1-phenylethyl]amino]butanoate C(C)OC(=O)C(CN([C@H](CC(=O)OCC)C)[C@@H](C)C1=CC=CC=C1)=C